methyl-2-((6-fluoro-2-methylpyridin-3-yl)oxy)-4-methyl-5-(trifluoromethyl)nicotinic acid CC1=NC(=C(C(=O)O)C(=C1C(F)(F)F)C)OC=1C(=NC(=CC1)F)C